ClC=1C=CC(=NC1)[C@H](C1(CCNCC1)O)C1CCC(CC1)(F)F 4-[(R)-(5-chloro-2-pyridyl)-(4,4-difluorocyclohexyl)methyl]piperidin-4-ol